OC1=C(C(=O)O)C(=CC(=C1)OCC(C)C)O 2,6-dihydroxy-4-isobutoxybenzoic acid